4-(4-(4-(piperidin-1-yl)cyclohexyl)phenoxy)-1H-1,2,3-triazole-5-carboxylic acid 2,2,2-trifluoroacetate FC(C(=O)O)(F)F.N1(CCCCC1)C1CCC(CC1)C1=CC=C(OC=2N=NNC2C(=O)O)C=C1